ClC1=NC(=NC(=N1)Cl)NC(CC(C)(C)C)(C)C 2,4-dichloro-6-(1,1,3,3-tetramethylbutyl)amino-1,3,5-triazine